NC1=NNC2=CC=C(C=C12)C1=CC(=NC=C1)NC(=O)NC1=CC(=CC=C1)CO (4-(3-amino-1H-indazol-5-yl)pyridine-2-yl)-3-(3-(hydroxymethyl)phenyl)urea